ClC=1C=C(C=CC1O)C1=NN(C2=CC(=CC=C12)COC1=C(C=C(C=C1F)C(CC(=O)O)C)F)C1CCCC1 3-(4-((3-(3-chloro-4-hydroxyphenyl)-1-cyclopentyl-1H-indazol-6-yl)methoxy)-3,5-difluorophenyl)butanoic acid